(S)-6-(((6-fluoro-2-methylpyridin-3-yl)(1-(1-(fluoromethyl)cyclopropyl)-1H-1,2,3-triazol-4-yl)methyl)amino)-4-(neopentylamino)quinoline-3,8-dicarbonitrile FC1=CC=C(C(=N1)C)[C@@H](C=1N=NN(C1)C1(CC1)CF)NC=1C=C2C(=C(C=NC2=C(C1)C#N)C#N)NCC(C)(C)C